isobutyl-aluminium C(C(C)C)[Al]